C(N)(=O)C=1C=C(C=CC1C)CC12CCC(CC1)(C2)C(=O)O 4-[(3-carbamoyl-4-methyl-phenyl)methyl]norbornane-1-carboxylic acid